COC=1C=2N(N=CC1)C(=CN2)S(=O)(=O)NC 8-methoxy-N-methylimidazo[1,2-b]pyridazine-3-sulfonamide